N1C(=CC2=CC=CC=C12)CN1CCN(CC1)C1=CC=C2C=NNC2=C1 6-(4-((1H-indol-2-yl)methyl)piperazin-1-yl)-1H-indazole